ClC1=C(C=C2C=C(N=CC2=C1)NC(=O)[C@H]1[C@@H](C1)C=1SC=CC1)N1CCN(CC1)[C@@]1(COC[C@@H]1O)C (1R,2R)-N-[7-chloro-6-[4-((3R,4R)-4-hydroxy-3-methyl-tetrahydrofuran-3-yl)piperazin-1-yl]-3-isoquinolinyl]-2-(2-thienyl)cyclopropanecarboxamide